8-chloro-1,2,3,4-tetrahydroquinoline ClC=1C=CC=C2CCCNC12